S1C(=CC=C1)C(=O)C=1OC2=C(C1C=C)C=CC=C2 thien-2-yl-(3-vinylbenzofuran-2-yl)methanone